2-((tetrahydro-2H-pyran-4-yl)amino)benzoic acid O1CCC(CC1)NC1=C(C(=O)O)C=CC=C1